ClC1=CC2=C(N=C(N=C2NCC=2SC=CC2)N2CCNCC2)C=N1 6-chloro-2-(piperazin-1-yl)-N-(thiophen-2-ylmethyl)pyrido[3,4-d]pyrimidin-4-amine